3-amino-1-(4-((8-aminoimidazo[1,2-a]pyrazin-3-yl)methyl)-6-(2-chloro-5-fluoro-4-methoxyphenyl)pyridin-3-yl)-N-methylpiperidine-3-carboxamide NC1(CN(CCC1)C=1C=NC(=CC1CC1=CN=C2N1C=CN=C2N)C2=C(C=C(C(=C2)F)OC)Cl)C(=O)NC